1-(2-bromo-3-fluoro-6-nitro-anilino)-2-methyl-propan-2-ol BrC1=C(NCC(C)(O)C)C(=CC=C1F)[N+](=O)[O-]